CC1=C(C=C(C=C1)NC(C1=CC(=CC=C1)C(F)(F)F)=O)N1CC2=C(N=C(N=C2)NC2=CC=C(C=C2)C2CCNCC2)C2(C1=O)CC2 N-(4-methyl-3-(7'-oxo-2'-((4-(piperidin-4-yl)phenyl)amino)-5'H-spiro[cyclopropane-1,8'-pyrido[4,3-d]pyrimidine]-6'(7'H)-yl)phenyl)-3-(trifluoromethyl)benzamide